5-{2-amino-[1,2,4]triazolo[1,5-a]pyridin-7-yl}-2-chloro-N-{[2-fluoro-5-(trifluoromethoxy)phenyl]methyl}pyridine-3-carboxamide NC1=NN2C(C=C(C=C2)C=2C=C(C(=NC2)Cl)C(=O)NCC2=C(C=CC(=C2)OC(F)(F)F)F)=N1